OC1=CC=C2C(CCNC2=C1)C(=O)O 7-hydroxy-1,2,3,4-tetrahydroquinoline-4-carboxylic acid